ClC1=C(C=2S(NC=3C(=CC(=C(OC=4C=CC=C(COC(C(=C1)C2)=O)C4)C3)F)F)(=O)=O)OC 12-chloro-4,6-difluoro-11-methoxy-9,9-dioxo-2,16-dioxa-9λ6-thia-8-azatetracyclo[16.3.1.13,7.110,14]tetracosan-1(22),3,5,7(24),10(23),11,13,18,20-nonaen-15-one